2-(2,2-diethoxy-ethyl)-4,5-dimethyl-2H-pyrazole-3-carboxylic acid C(C)OC(CN1N=C(C(=C1C(=O)O)C)C)OCC